C(C)(=O)C1=C(C=C(C=C1)Cl)C1=CC(N(C=C1OC)[C@H](C(=O)NC1=CC=C(C(=O)N)C=C1)CC1=NC=CC=C1)=O (S)-4-(2-(4-(2-acetyl-5-chlorophenyl)-5-methoxy-2-oxopyridin-1(2H)-yl)-3-(pyridin-2-yl)propionylamino)benzamide